tert-butyl 4-(1-hydroxycyclopropyl)-2-azabicyclo[2.1.1]hexane-2-carboxylate OC1(CC1)C12CN(C(C1)C2)C(=O)OC(C)(C)C